3-cyanobenzylhydrazine hydrochloride Cl.C(#N)C=1C=C(CNN)C=CC1